C(CCCCC)C(COC(C(CCCCCCCCCCCCCCCC)(F)F)=O)CCCCCCCC 2,2-difluorooctadecanoic acid 2-hexyldecyl ester